ClC1=CC=C2C(NS(=O)(=O)C2=C1)=O 6-Chlorosaccharin